FC(C(=O)[O-])F α,α-difluoroacetate